The molecule is a member of the class of tetracenes that is tetracenomycin C in which the methoxy group at position 3 is replaced by a phenolic OH. It has a role as a bacterial metabolite. It is an enol ether, an enone, a triol, a polyphenol, a methyl ester, a tetracenomycin and a tertiary alpha-hydroxy ketone. CC1=C(C(=CC2=CC3=C(C(=C12)O)C(=O)[C@@]4(C(=O)C=C([C@H]([C@@]4(C3=O)O)O)OC)O)O)C(=O)OC